C(C)OC(=C)C1=CC(=C(C(=N1)C1=CC=C(C=C1)F)F)C(C)(C)O 2-(6-(1-Ethoxyvinyl)-3-fluoro-2-(4-fluorophenyl)pyridin-4-yl)propan-2-ol